C(C1=CC=CC=C1)OC1=C(C=C(C=C1)F)C(CC(C(=O)OCC)=O)=O ethyl 4-(2-(benzyloxy)-5-fluorophenyl)-2,4-dioxobutyrate